C(\C(\C)=C/C(=O)O)(=O)OO peroxycitraconic acid